FC=1C=C2C(=CC=NC2=CC1)NC=1C=CC(=C(C(=O)NC2=CC(=CC=C2)NC2=CC=NC=C2)C1)C 5-((6-fluoroquinolin-4-yl)amino)-2-methyl-N-(3-(pyridin-4-ylamino)phenyl)benzamide